C12C(C)(O1)O2 bis-epoxypropane